2-[[6-chloro-2-[2-(3,3-difluoropyrrolidin-1-yl)-4-(2-fluorophenyl)-3-pyridyl]imidazo[4,5-c]pyridin-3-yl]methoxy]ethyl-trimethyl-silane ClC1=CC2=C(C=N1)N(C(=N2)C=2C(=NC=CC2C2=C(C=CC=C2)F)N2CC(CC2)(F)F)COCC[Si](C)(C)C